C=1(C(=CC=CC1)CS)CS 1,2-benzene-dimethanethiol